CC1=NC2=CC=C(C=C2C1(CCCS(=O)(=O)O)C)S(=O)(=O)O 2,3-dimethyl-3-(3-sulfopropyl)-3H-indole-5-sulfonic acid